methyl (S)-5-((((9H-fluoren-9-yl) methoxy) carbonyl) amino)-2-aminopentanoate C1=CC=CC=2C3=CC=CC=C3C(C12)COC(=O)NCCC[C@@H](C(=O)OC)N